2-(2-(3,4-dimethoxyphenyl)-2-oxoethyl)-4H-benzo[d][1,3]oxathiin-4-one COC=1C=C(C=CC1OC)C(CC1OC(C2=C(S1)C=CC=C2)=O)=O